C(C)(=O)OC1=CC=C(C=[Pd-4]=CC2=CC=C(C=C2)OC(C)=O)C=C1 bis(4-acetoxybenzylidene)palladium (0)